(1S)-1-(2-methylphenyl)ethan-1-amine CC1=C(C=CC=C1)[C@H](C)N